5-(4-bromophenyl)-4-((4-methoxyphenyl)sulfonyl)-2-((methylthio)methyl)-2,3-dihydrofuran BrC1=CC=C(C=C1)C1=C(CC(O1)CSC)S(=O)(=O)C1=CC=C(C=C1)OC